FC(C=1C=C(C=NC1)NC1=CC2=C(N=C(S2)NC(=O)C2C(C3C=CC2C3)C(=O)O)C=C1)(F)F 3-[[6-[[5-(trifluoromethyl)-3-pyridinyl]amino]-1,3-benzothiazol-2-yl]carbamoyl]bicyclo[2.2.1]hept-5-ene-2-carboxylic acid